C(C)N1C(=CC=2C1=NC=CC2)C2=NC1=C(N2C)C(=CC(=C1)C(=O)N1CC2C(CC1)CCN2)OC 2-{1-Ethyl-1H-pyrrolo[2,3-b]pyridin-2-yl}-7-methoxy-1-methyl-5-{octahydro-1H-pyrrolo[2,3-c]pyridine-6-carbonyl}-1H-1,3-benzodiazole